N1-(2-(dimethylamino)ethyl)-N1-methyl-N4-(4-(1-methyl-1H-indol-3-yl)pyrimidin-2-yl)-5-(trifluoromethoxy)benzene-1,2,4-triamine CN(CCN(C=1C(=CC(=C(C1)OC(F)(F)F)NC1=NC=CC(=N1)C1=CN(C2=CC=CC=C12)C)N)C)C